1,3,5-Tris[(3-methylphenyl)phenylamino]benzene CC=1C=C(C=CC1)N(C1=CC(=CC(=C1)N(C1=CC=CC=C1)C1=CC(=CC=C1)C)N(C1=CC=CC=C1)C1=CC(=CC=C1)C)C1=CC=CC=C1